FC1=C(C=C(C=C1)OC=1C(=C2C=CNC2=CC1F)C)C=1NC(=CN1)C(=O)C1=CC(=CC=C1)I (2-(2-fluoro-5-((6-fluoro-4-methyl-1H-indol-5-yl)oxy)phenyl)-1H-imidazol-5-yl)(3-iodophenyl)methanone